FC(OC1=NC(=CC=C1NC(N(C1=C(C=CC=C1)C(C)C)C1CN(C1)C(=O)OC)=O)C)F methyl 3-(3-(2-(difluoromethoxy)-6-methylpyridin-3-yl)-1-(2-isopropylphenyl)ureido)azetidine-1-carboxylate